(5-bromothiophen-2-yl)boronic acid BrC1=CC=C(S1)B(O)O